3-[(R)-hydroxy-[6-(3-hydroxy-3-phenyl-but-1-ynyl)-pyridazin-4-yl]-(4-isopropyl-phenyl)-methyl]-3-methyl-azetidine-1-carboxylic acid tert-butyl ester C(C)(C)(C)OC(=O)N1CC(C1)(C)[C@](C1=CC=C(C=C1)C(C)C)(C1=CN=NC(=C1)C#CC(C)(C1=CC=CC=C1)O)O